toluenesulfonyloxysuccinimide C(C1=CC=CC=C1)S(=O)(=O)OC1C(=O)NC(C1)=O